C(C=CC(=O)N)C=CC(=O)N methylenbis(acrylamide)